CC1=NC(=C(N=C1N)C1=CC=C(C=C1)F)C1=CC(=NC(=C1)C)C methyl-3-amino-6-(2,6-dimethylpyridin-4-yl)-5-(4-fluorophenyl)pyrazine